1-(4-fluoro-2,6-diisopropyl-phenyl)-3-[3-(1-hydroxy-1-methyl-ethyl)-benzenesulfonyl]-urea FC1=CC(=C(C(=C1)C(C)C)NC(=O)NS(=O)(=O)C1=CC(=CC=C1)C(C)(C)O)C(C)C